ethyl (5S)-5-phenyl-6,7-dihydro-5H-pyrrolo[1,2-b][1,2,4]triazole-2-carboxylate C1(=CC=CC=C1)[C@@H]1CCC=2N1N=C(N2)C(=O)OCC